C(C)C1=C(C(=CC=C1)CC)NC(=S)NC1=C(C=CC=C1C(C)C)C(C)C N-(2,6-diethylphenyl)-N'-(2,6-diisopropylphenyl)thiourea